C(C)(=O)OCCC=CCC 3-Hexenyl Acetate